2-(4-bromophenyl)-4,4,5,5-tetramethyl-1,3,2-dioxaborolane BrC1=CC=C(C=C1)B1OC(C(O1)(C)C)(C)C